(S)-1-((5-chloro-2'-methyl-[3,4'-bipyridin]-6-yl)oxy)-2,4-dimethylpentan-2-amine ClC=1C=C(C=NC1OC[C@](CC(C)C)(N)C)C1=CC(=NC=C1)C